1-cyano-dimethylaminopyridinium tetrafluoroborate F[B-](F)(F)F.C(#N)[N+]1=C(C=CC=C1)N(C)C